ClC1=C(C=CC=2NC(N(C21)C)=O)C2CCN(CC2)C(=O)OC(C)(C)C tert-butyl 4-(4-chloro-3-methyl-2-oxo-2,3-dihydro-1H-benzo[d]imidazol-5-yl)piperidine-1-carboxylate